(2R)-1-[4-[(R)-amino(2-hydroxynaphthalen-1-yl)methyl]piperidin-1-yl]-2,3-dihydroxypropan-1-one N[C@H](C1CCN(CC1)C([C@@H](CO)O)=O)C1=C(C=CC2=CC=CC=C12)O